methyl 2-(2-ethoxycarbonylacetamido)-benzoate C(C)OC(=O)CC(=O)NC1=C(C(=O)OC)C=CC=C1